Methyl 2-(1-ethyl-1H-pyrazol-4-yl)-5-[({1-[2-fluoro-4-(trifluoromethyl) phenyl]cyclopropyl}carbonyl) amino]benzoate C(C)N1N=CC(=C1)C1=C(C(=O)OC)C=C(C=C1)NC(=O)C1(CC1)C1=C(C=C(C=C1)C(F)(F)F)F